[4-(dimethylamino)phenyl]diphenylphosphonium iodide [I-].CN(C1=CC=C(C=C1)[PH+](C1=CC=CC=C1)C1=CC=CC=C1)C